C=12C(=CC=CC1)O2 phenyleneoxide